(R)-N-(1-((2-methyl-5-(3-methyl-1,2,4-thiadiazol-5-yl)phenyl)glycyl)indolin-4-yl)pyrrolidine-2-carboxamide CC1=C(C=C(C=C1)C1=NC(=NS1)C)NCC(=O)N1CCC2=C(C=CC=C12)NC(=O)[C@@H]1NCCC1